6-[[1-(2,2,2-trifluoroethyl)triazol-4-yl]methyl]-2-azaspiro[3.3]heptane FC(CN1N=NC(=C1)CC1CC2(CNC2)C1)(F)F